COC=1C=C(C=CC1OC)C=1NC2=CC=C(C=C2C1C(C)C)OCC(=O)N[C@H]1CNCC1 (R)-2-((2-(3,4-dimethoxyphenyl)-3-isopropyl-1H-indol-5-yl)oxy)-N-(pyrrolidin-3-yl)acetamide